hydrazinobenzene phosphate P(=O)(O)(O)O.N(N)C1=CC=CC=C1